(R)-N-(benzo[d]thiazol-5-yl)-1-(pyridin-3-ylsulfonyl)pyrrolidine-3-carboxamide S1C=NC2=C1C=CC(=C2)NC(=O)[C@H]2CN(CC2)S(=O)(=O)C=2C=NC=CC2